hydroxyethyl acrylate (hydroxylethyl acrylate) OCCC(C(=O)O)=C.C(C=C)(=O)OCCO